2-[(2,3-dichlorophenyl)thio]-3-pyridinol ClC1=C(C=CC=C1Cl)SC1=NC=CC=C1O